CC=1C=CC=2N(C3=CC=C(C=C3C2C1)C)C1=CC=C(C=C1)C1=CC(=C(C(=N1)C1=CC=C(C=C1)N1C2=CC=CC=C2C=2C=CC=CC12)C1=CC=C(C=C1)N1C2=CC=CC=C2C=2C=CC=CC12)C1=C(C=CC=C1)C1=NC(=NC(=N1)C1=CC=CC=C1)C1=CC=CC=C1 9,9'-((6-(4-(3,6-dimethyl-9H-carbazol-9-yl)phenyl)-4-(2-(4,6-diphenyl-1,3,5-triazin-2-yl)phenyl)pyridine-2,3-diyl)bis(4,1-phenylene))bis(9H-carbazole)